tert-butyl 3-((6-bromoisoquinolin-4-yl)oxy)pyrrolidine-1-carboxylate BrC=1C=C2C(=CN=CC2=CC1)OC1CN(CC1)C(=O)OC(C)(C)C